2-(2-((7-Chloro-2-(2,2,2-trifluoroacetyl)-1,2,3,4-tetrahydroisoquinolin-6-yl)amino)-5-(trifluoromethyl)pyrimidin-4-yl)thieno[3,2-c]pyridin-4(5H)-one ClC1=C(C=C2CCN(CC2=C1)C(C(F)(F)F)=O)NC1=NC=C(C(=N1)C1=CC=2C(NC=CC2S1)=O)C(F)(F)F